5-((dimethylamino)methyl)-1-methyl-1H-pyrazole-3-sulfonamide CN(C)CC1=CC(=NN1C)S(=O)(=O)N